CN1N=C2C=CC=C(C2=C1)C1=NN(C2=C(C=CC=C12)C)C=1C=CC(=NC1)N1[C@@H]2C[C@H]([C@H](C1)C2)C(=O)O (1S,4R,5R)-2-(5-{2',7-dimethyl-1H,2'H-[3,4'-biindazol]-1-yl}pyridin-2-yl)-2-azabicyclo[2.2.1]heptane-5-carboxylic acid